COC1=C(C=C(C=N1)CC(C)O)C(F)(F)F 1-(6-methoxy-5-(trifluoromethyl)pyridin-3-yl)propan-2-ol